BrC=1SC=NN1 2-bromo-[1,3,4]thiadiazole